17-Cyclopropylmethyl-3,14β-dihydroxy-4,5α-epoxy-6α-[(3'-furanyl)propanamido]morphinan hydrochloride Cl.C1(CC1)CN1[C@H]2[C@@]3(CC[C@@H]([C@H]4[C@@]3(C=3C(=C(C=CC3C2)O)O4)CC1)NC(CCC=1OC=CC1)=O)O